dimethyl-ethylpropylammonium tetracyanoborate C(#N)[B-](C#N)(C#N)C#N.C[N+](CCC)(CC)C